ClCCN1C=C(C=2C1=C(N=CC2)O)C2=CC(=C1C=CN(C1=C2)CC2=CC(=C(C=C2)Cl)Cl)NS(=O)(=O)CC N-(6-(1-(2-chloroethyl)-7-hydroxy-1H-pyrrolo[2,3-c]pyridin-3-yl)-1-(3,4-dichlorobenzyl)-1H-indol-4-yl)ethanesulfonamide